N1NC(CCC1)C(=O)OC Methyl hexahydropyridazine-3-carboxylate